6-((5-acetyl-3-(2,2,2-trifluoroethoxy)pyridin-2-yl)oxy)-3-methyl-N-(4-methyl-1,1-dioxidotetrahydro-2H-thiopyran-4-yl)imidazo[1,2-a]pyridine-2-carboxamide C(C)(=O)C=1C=C(C(=NC1)OC=1C=CC=2N(C1)C(=C(N2)C(=O)NC2(CCS(CC2)(=O)=O)C)C)OCC(F)(F)F